5-(((2-(2,6-dioxopiperidin-3-yl)-1-oxoisoindolin-5-yl)methyl)amino)-2,2-difluoro-5-oxopentanoic acid O=C1NC(CCC1N1C(C2=CC=C(C=C2C1)CNC(CCC(C(=O)O)(F)F)=O)=O)=O